7-chloro-2-(tetrahydro-2H-pyran-2-yl)-2H-pyrazolo[4,3-b]pyridine ClC=1C=2C(N=CC1)=CN(N2)C2OCCCC2